C(#N)C1=C(C=CC=C1)[C@H]([C@@H](C)C=1N(C(C(=C(N1)C(=O)NC=1C=NOC1)O)=O)C)C1=NC(=CN=C1C)C 2-((1s,2r)-1-(2-cyanophenyl)-1-(3,6-dimethylpyrazin-2-yl)propan-2-yl)-5-hydroxy-N-(isoxazol-4-yl)-1-methyl-6-oxo-1,6-dihydropyrimidine-4-carboxamide